N-(4-Fluorophenyl)-1-{1-[(2S)-oxan-2-carbonyl]-1,2,3,4-tetrahydrochinolin-6-yl}cyclobutan-1-carboxamid FC1=CC=C(C=C1)NC(=O)C1(CCC1)C=1C=C2CCCN(C2=CC1)C(=O)[C@H]1OCCCC1